1-(1-methyl-4-(trifluoromethyl)-1H-pyrazol-3-yl)cyclopropane-1-carboxylic acid CN1N=C(C(=C1)C(F)(F)F)C1(CC1)C(=O)O